OC[C@@H]1N[C@H](C2=CC=CC(=C2C1)CCC(C)(O)C)C 4-[(1S,3R)-3-(hydroxymethyl)-1-methyl-1,2,3,4-tetrahydroisoquinolin-5-yl]-2-methyl-butan-2-ol